BrC1OC(C2=C(C=C(C=C12)Br)Cl)=O 3,5-dibromo-7-chloroisobenzofuran-1(3H)-one